methyl-oxetan-3-yl carbamate C(N)(OC1C(OC1)C)=O